FC(CN1N=CC(=C1)C1=CC=CC(=N1)C(=O)NC=1C(=NN(C1)C1CN(C1)C1CCN(CC1)C(C(C)(C)O)=O)C(F)F)F 6-(1-(2,2-difluoroethyl)-1H-pyrazol-4-yl)-N-(3-(difluoromethyl)-1-(1-(1-(2-hydroxy-2-methylpropanoyl)piperidin-4-yl)azetidin-3-yl)-1H-pyrazol-4-yl)-2-pyridineamide